4-(6-iso-Propylpyridin-3-yl)-N-phenethyl-1H-imidazole-1-carboxamide C(C)(C)C1=CC=C(C=N1)C=1N=CN(C1)C(=O)NCCC1=CC=CC=C1